CC(C)[Si](OC1=C(C=O)C=CC=C1)(C(C)C)C(C)C 2-{[tris(propan-2-yl)silyl]oxy}benzaldehyde